2-(2,6-dioxo-piperidine-3-yl)-5-fluoro-isoindole-1,3-dione O=C1NC(CCC1N1C(C2=CC=C(C=C2C1=O)F)=O)=O